(2,3-dichloro-6-methoxyphenyl)(piperidin-4-yl)methanol ClC1=C(C(=CC=C1Cl)OC)C(O)C1CCNCC1